4-(5-(BIS(2-HYDROXYETHYL)AMINO)-1-METHYL-1H-BENZO[D]IMIDAZOL-2-YL)BUTYRIC ACID OCCN(C1=CC2=C(N(C(=N2)CCCC(=O)O)C)C=C1)CCO